C(C)(C)(C)CC(C(=O)OO)(C)C.C(CCCCCC(C)(C)C)(=O)OOC(C)(C)C t-butyl peroxyneodecanoate t-butyl-peroxypivalate